N1=C(C=CC=C1)N=CC1=C(C=CC=C1)O 2-(pyridin-2-yliminomethyl)-phenol